3-Methoxy-4-nitro-1-(oxetan-3-yl)-1H-pyrazole COC1=NN(C=C1[N+](=O)[O-])C1COC1